C(C)N1C(NC2=CC(=CC=C2C1=O)CN1CCN(CC1)C=1C=CC(=NC1F)C(=O)NC)=O 5-(4-((3-ethyl-2,4-dioxo-1,2,3,4-tetrahydroquinazolin-7-yl)methyl)piperazin-1-yl)-6-fluoro-N-methylpyridinecarboxamide